(5R)-2-[4-(dimethylsulfamoyl)-2-fluorophenyl]-N-[(3S)-9-fluoro-2-oxo-5-phenyl-1,3-dihydro-1,4-benzodiazepine-3-yl]-5-methyl-6,7-dihydro-5H-pyrazolo[5,1-b][1,3]Oxazine-3-carboxamide CN(S(=O)(=O)C1=CC(=C(C=C1)C1=NN2C(O[C@@H](CC2)C)=C1C(=O)N[C@@H]1C(NC2=C(C(=N1)C1=CC=CC=C1)C=CC=C2F)=O)F)C